C(CCCCCCCCCCCCCCCCCCCCC)OC1=C(CO)C=CC(=C1)OCCCCCCCCCCCCCCCCCCCCCC 2,4-di(docosanyloxy)benzyl alcohol